3,3-difluorocyclobutyl (4-cyclobutyl-5-(4,4-difluorocyclohexyl)-1-methyl-1H-pyrazol-3-yl)carbamate C1(CCC1)C=1C(=NN(C1C1CCC(CC1)(F)F)C)NC(OC1CC(C1)(F)F)=O